4,4'-diiodo-3,3'-dimethyl-1,1'-biphenyl IC1=C(C=C(C=C1)C1=CC(=C(C=C1)I)C)C